BrC=1C(=CC(=C(OCC(=O)O)C1)C=1OC2=C(C=CC=C2C(C1)=O)Cl)C 2-[5-bromo-2-(8-chloro-4-oxo-chromen-2-yl)-4-methyl-phenoxy]acetic acid